ClC1=C(C=CC=C1)S 2-chlorothiophenol